Dimethyl-Dioctadecyl-Ammonium C[N+](CCCCCCCCCCCCCCCCCC)(CCCCCCCCCCCCCCCCCC)C